(R)-7-((3-(8-amino-5-methylpyrido[3,4-d]pyrimidin-2-yl)phenyl)ethynyl)-6,7-dihydro-5H-cyclopenta[b]pyridin-7-ol trifluoroacetate FC(C(=O)O)(F)F.NC1=NC=C(C2=C1N=C(N=C2)C=2C=C(C=CC2)C#C[C@@]2(CCC=1C2=NC=CC1)O)C